N-(2-amino-2-methylpropyl)-6-(5-chloro-1H-indol-2-yl)pyrazine-2-carboxamide NC(CNC(=O)C1=NC(=CN=C1)C=1NC2=CC=C(C=C2C1)Cl)(C)C